FC=1C=C(C(=O)N)C=CC1N1CCC(CC1)C=O 3-fluoro-4-(4-formylpiperidin-1-yl)benzamide